4-[[2-[[4-(1,1-Dimethylethyl)benzoyl]amino]-1-oxopropyl]amino]cyclohexanecarboxylic acid CC(C)(C)C1=CC=C(C(=O)NC(C(=O)NC2CCC(CC2)C(=O)O)C)C=C1